4-((4-((3-(N-(tert-butyl)sulfamoyl)phenyl)amino)-5-methylpyrimidin-2-yl)amino)-N-(4-methyl-3-sulfamoylphenyl)benzamide C(C)(C)(C)NS(=O)(=O)C=1C=C(C=CC1)NC1=NC(=NC=C1C)NC1=CC=C(C(=O)NC2=CC(=C(C=C2)C)S(N)(=O)=O)C=C1